5-((5-((1S,3R)-3-((isopropylcarbamoyl)oxy)cyclopentyl)-1H-pyrazol-3-yl)carbamoyl)-1-methyl-1H-pyrazole-3-carboxylic acid C(C)(C)NC(=O)O[C@H]1C[C@H](CC1)C1=CC(=NN1)NC(=O)C1=CC(=NN1C)C(=O)O